ClC1=C(C=C(C=C1)F)NC1=NC=CC=C1C1=NC2=C(N1)C(=CC(=C2)C(F)(F)F)F N-(2-chloro-5-fluorophenyl)-3-[7-fluoro-5-(trifluoromethyl)-1H-1,3-benzodiazol-2-yl]pyridin-2-amine